8-bromo-3-(trifluoromethyl)-1,7-naphthyridine-6-amine BrC=1N=C(C=C2C=C(C=NC12)C(F)(F)F)N